FC(C1=CC=C(C=C1)C=1C=C(C(N(N1)C=1C=NC=CC1)=O)C(=O)NC(CO)C)F 6-[4-(difluoromethyl)phenyl]-N-(1-hydroxyprop-2-yl)-3-oxo-2-(pyridin-3-yl)-2,3-dihydropyridazine-4-carboxamide